OC[C@@]1(OC2=C(C1)C=C(C(=C2)N2CCC(CC2)C(C)(C)O)NC(=O)C=2C=NN1C2N=CC=C1)C N-[(2R)-2-(Hydroxymethyl)-6-[4-(1-hydroxy-1-methyl-ethyl)-1-piperidyl]-2-methyl-3H-benzofuran-5-yl]pyrazolo[1,5-a]pyrimidine-3-carboxamide